C(C)(=O)N1[C@H](CCC2=CC(=CC=C12)C1=CC=C(CNC(=O)C=2N=C3N(C=C(N=C3N3CCCCC3)Br)C2)C=C1)C (S)-N-(4-(1-acetyl-2-methyl-1,2,3,4-tetrahydroquinolin-6-yl)benzyl)-6-bromo-8-(piperidin-1-yl)imidazo[1,2-a]pyrazine-2-carboxamide